Cl.C1(=CC=CC=C1CN)CN 6-xylylenediamine hydrochloride